ClC1=C(C=CC=C1OC)C1=CC2=C(N=C(N=C2)N[C@H]2[C@H](COC2)NC(C=C)=O)C(=N1)NCC1N(CCC1)C N-((3R,4S)-4-((6-(2-chloro-3-meth-oxyphenyl)-8-(((1-methylpyrrolidin-2-yl)methyl)amino)pyrido[3,4-d]pyrimidin-2-yl)amino)tetrahydrofuran-3-yl)acrylamide